CS(=O)(=O)N1N=CC2=CC=C(C=C12)C(=O)O 1-(methyl-sulfonyl)-1H-indazole-6-carboxylic acid